NC1CCC(CC1)N(C(OCC1=CC=CC=C1)=O)C benzyl N-(4-aminocyclohexyl)-N-methylcarbamate